2-[(4-{6-[(4-chloro-2-fluorobenzyl)oxy]pyridin-2-yl}piperidin-1-yl)methyl]-1-[(4-propyl-4H-1,2,4-triazol-3-yl)methyl]-1H-benzimidazole-6-carboxylic acid ClC1=CC(=C(COC2=CC=CC(=N2)C2CCN(CC2)CC2=NC3=C(N2CC2=NN=CN2CCC)C=C(C=C3)C(=O)O)C=C1)F